[N-](S(=O)(=O)C(F)(F)F)S(=O)(=O)C(F)(F)F.C(CCC)[NH+](CCCC)CCCC tri-n-butyl-ammonium bis(trifluoromethanesulfonyl)imide salt